6,7-dichloro-N-(2-fluoroethyl)-3-iodo-1H-indol-4-amine ClC=1C=C(C=2C(=CNC2C1Cl)I)NCCF